dihydroxanthene C1CC2=C(C=C1)OC3=CC=CC=C3C2